6-methyl-3-(1-methyl-1H-pyrazol-4-yl)-5-((3aR,5r,6aS)-octahydrocyclopenta[c]pyrrol-5-yl)-1H-indazole CC1=C(C=C2C(=NNC2=C1)C=1C=NN(C1)C)C1C[C@@H]2[C@@H](CNC2)C1